magnesium silicate boron [B+3].[Si]([O-])([O-])([O-])[O-].[Mg+2]